9-[4-(N-carbazolyl)phenyl]-10-phenylanthracene C1=CC=CC=2C3=CC=CC=C3N(C12)C1=CC=C(C=C1)C=1C2=CC=CC=C2C(=C2C=CC=CC12)C1=CC=CC=C1